3-chloro-2-(2-(3-chloro-1H-pyrazol-4-yl)-4,6-difluorophenyl)imidazo[1,2-a]pyridine-7-carboxylic acid ClC1=C(N=C2N1C=CC(=C2)C(=O)O)C2=C(C=C(C=C2F)F)C=2C(=NNC2)Cl